CC1=CC=C(C=C1)S(=O)(=O)O.[C@@H]12[C@H](NC[C@H]2C1)C#N (1R,2S,5S)-3-azabicyclo[3.1.0]hexane-2-carbonitrile 4-methylbenzenesulfonate